[Si](C)(C)(C(C)(C)C)OCCNC=1N=CC(=C2C=C(N=CC12)NC(=O)C1CC1)C1=CC=CC=C1 N-(8-((2-((tert-butyldimethylsilyl)oxy)ethyl)amino)-5-phenyl-2,7-naphthyridin-3-yl)cyclopropanecarboxamide